6-(3-chloro-5-fluorophenyl)-N-(2-methoxypyrimidin-5-yl)pyrimidine-4-carboxamide ClC=1C=C(C=C(C1)F)C1=CC(=NC=N1)C(=O)NC=1C=NC(=NC1)OC